C(C1=CC=CC=C1)C1=CC(=C(C2=CC=CC=C12)N(C)C)P(C)C 4-benzyl-2-(dimethylphosphino)-N,N-dimethylnaphthalene-1-amine